ClC1=CC=C2C3(C(N(C2=C1)C=1C=NN(C1)CCO)=O)CC1=CC=C(C=C1C3)C(=O)O 6'-chloro-1'-(1-(2-hydroxyethyl)-1H-pyrazol-4-yl)-2'-oxo-1,3-dihydro-spiro[indene-2,3'-indoline]-5-carboxylic acid